6'-chlorospiro[cyclopropane-1,3'-pyrrolo[3,2-c]pyridin]-2'(1'H)-one ClC1=CC2=C(C=N1)C1(C(N2)=O)CC1